2-ethylhexyl ether methacrylate C(C(=C)C)(=O)O.C(C)C(COCC(CCCC)CC)CCCC